tert-butyl (1-acetylpiperidin-4-yl)((2-chloro-3-fluoropyridin-4-yl)methyl)carbamate C(C)(=O)N1CCC(CC1)N(C(OC(C)(C)C)=O)CC1=C(C(=NC=C1)Cl)F